BrCCCCC (R)-5-bromopentane